S(=O)(=O)(O)CCC[N+]1=C2C=CC=C(C2=CC2=CC=CC=C12)OC(C)C N-sulfopropyl-isopropoxyacridinium